Oxacyclohexan-3-ol O1CC(CCC1)O